1-(pyrrolidin-1-yl)propan-2-amine N1(CCCC1)CC(C)N